C(C)N1CC(CC1)OC=1C(=C(C=O)C=CC1)F ((1-ethylpyrrolidin-3-yl)oxy)-2-fluorobenzaldehyde